(3S)-(-)-1-(tert-butoxycarbonyl)-3-aminopyrrolidine CC(C)(C)OC(=O)N1CC[C@@H](C1)N